1-bromo-8,10-tridecadiene BrCCCCCCCC=CC=CCC